C(CCCCCCCC)(N)(N)N nonanetriamine